6-chloro-5-isopropylpyridazin-3-amine ClC1=C(C=C(N=N1)N)C(C)C